5-hydroxy-N-methoxy-4-(4-methyl-1H-indol-2-yl)-2-carbonyl-5-pentyl-2,5-dihydrofuran-3-carboxamide OC1(C(=C(C(O1)=C=O)C(=O)NOC)C=1NC2=CC=CC(=C2C1)C)CCCCC